18-(cyclopropanesulfonyl)-10-fluoro-15-oxa-3,4,18,22,31-pentaazahexacyclo[20.5.3.25,8.02,6.09,14.025,29]dotriaconta-1(27),2,5(32),6,8(31),9(14),10,12,25,28-decaene C1(CC1)S(=O)(=O)N1CCOC=2C=CC=C(C2C=2C=C3C(NN=C3C3=CC=C4CCN(CCC1)CC4=C3)=CN2)F